FC1(CN(C1)CCOC1=CC2=C(OC[C@@H](C(N2C)=O)NC(OC(C)(C)C)=O)C=C1)F tert-butyl (S)-(7-(2-(3,3-difluoroazetidin-1-yl)ethoxy)-5-methyl-4-oxo-2,3,4,5-tetrahydrobenzo[b][1,4]oxazepin-3-yl)carbamate